cyclohexan C1CCCCC1